N1=C(C=CC=C1OCCCCCCCOC1=CC=CC(=N1)C1=NC=CC=C1)C1=NC=CC=C1 1,7-bis([2,2'-bipyridyl]-6-yloxy)heptane